2-((1R,5S,6S)-3-(7,7-difluoro-2-hydroxy-6,7-dihydro-5H-cyclopenta[d]pyrimidin-4-yl)-3-azabicyclo[3.1.1]heptan-6-yl)acetic acid FC1(CCC2=C1N=C(N=C2N2C[C@H]1C([C@@H](C2)C1)CC(=O)O)O)F